COC1N(CCC2=C1OC1=C2C=CC=C1)CCN1C(NC2=C1C=CC=C2)=O 1-(2-(methoxy-3,4-dihydrobenzofuro[2,3-c]pyridin-2(1H)-yl)ethyl)-1,3-dihydro-2H-benzo[d]imidazol-2-one